1-isopropyl-5-(4-methoxypyrimidin-5-yl)-N-[(3R)-tetrahydrofuran-3-yl]pyrazolo[4,3-b]pyridin-7-amine C(C)(C)N1N=CC2=NC(=CC(=C21)N[C@H]2COCC2)C=2C(=NC=NC2)OC